4-(4-bromo-phenylcarbamoyl)-bicyclo[2.2.1]heptane-1-carboxylic acid BrC1=CC=C(C=C1)NC(=O)C12CCC(CC1)(C2)C(=O)O